C1(=CC=CC=C1)C1=NC(=NC(=N1)C1=CC=CC=C1)C1=C(C=CC=C1)C1=C(C(=NC(=C1C1=CC=CC=C1)C1=CC=C(C=C1)N1C2=CC=CC=C2C=2C=C(C=CC12)C)C1=CC=C(C=C1)N1C2=CC=CC=C2C=2C=C(C=CC12)C)C1=CC=C(C=C1)N1C2=CC=CC=C2C=2C=C(C=CC12)C 9,9',9''-((4-(2-(4,6-diphenyl-1,3,5-triazin-2-yl)phenyl)-5-phenylpyridine-2,3,6-triyl)tris(benzene-4,1-diyl))tris(3-methyl-9H-carbazole)